methyl (2S)-2-[[(2S,4S)-4-cyclohexylpyrrolidine-2-carbonyl]amino]-3-[(3S)-2-oxopyrrolidin-3-yl]propanoate C1(CCCCC1)[C@@H]1C[C@H](NC1)C(=O)N[C@H](C(=O)OC)C[C@H]1C(NCC1)=O